adenosine-5'-diphosphate disodium salt dihydrate O.O.[Na+].[Na+].P([O-])(=O)(OP(=O)([O-])O)OC[C@@H]1[C@H]([C@H]([C@@H](O1)N1C=NC=2C(N)=NC=NC12)O)O